OC=1C(N=C(C(C1)=O)O)=O 3,6-dihydroxypyridine-2,5-dione